O=C1NC(CCC1N1C(C2=CC=C(C=C2C1)CNC(NC=1C=C(OCC(C(=O)OC(C)(C)C)=C)C=C(C1)OC)=O)=O)=O tert-butyl 2-((3-(3-((2-(2,6-dioxopiperidin-3-yl)-1-oxoisoindolin-5-yl)methyl)ureido)-5-methoxyphenoxy)methyl)acrylate